O=C1NC(CCC1N1C(C2=CC=C(C=C2C1=O)N1CCN(CC1)CC1CN(C1)C1=CC=C(C=C1)NC=1N=C(N=NC1C(=O)N)N1CCCCC1)=O)=O 5-((4-(3-((4-(2-(2,6-dioxopiperidin-3-yl)-1,3-dioxoisoindolin-5-yl)piperazin-1-yl)methyl)azetidin-1-yl)phenyl)amino)-3-(piperidin-1-yl)-1,2,4-triazine-6-carboxamide